O1C(OCC1)C1=C(C=CC=C1OCC1=CC=C(C=C1)OC)C=1C=C(N(N1)CC)C(=O)OC methyl 5-[2-(1,3-dioxolan-2-yl)-3-[(4-methoxyphenyl)methoxy]phenyl]-2-ethylpyrazole-3-carboxylate